ethyl (1r,4r)-4-(3-(2-(difluoromethoxy)-5-fluoro-6-methylpyridin-3-yl)-1-(2-isopropylphenyl)ureido)cyclohexane-1-carboxylate FC(OC1=NC(=C(C=C1NC(N(C1=C(C=CC=C1)C(C)C)C1CCC(CC1)C(=O)OCC)=O)F)C)F